(2S)-5-(2-chlorobenzyl)-1-(3-methoxybenzoyl)pyrrolidine-2-carboxylic acid ClC1=C(CC2CC[C@H](N2C(C2=CC(=CC=C2)OC)=O)C(=O)O)C=CC=C1